(isopropyl)(dibenzofuranyl)pyridine C(C)(C)C=1C(=NC=CC1)C1=CC=CC=2OC3=C(C21)C=CC=C3